(S)-2-(5-((8-(1-ethyl-3-(trifluoromethyl)-1H-pyrazol-4-yl)-6-((2-methyl-1H-imidazol-1-yl)methyl)-4-oxochroman-3-yl)methyl)-2-fluorophenoxy)acetic acid C(C)N1N=C(C(=C1)C=1C=C(C=C2C([C@H](COC12)CC=1C=CC(=C(OCC(=O)O)C1)F)=O)CN1C(=NC=C1)C)C(F)(F)F